The molecule is a precorrin containing seven C-methyl groups introduced into the tetrapyrrole framework. It is a conjugate acid of a precorrin-7(6-). CC1C2=N[C@@](CC3=C([C@](C(=N3)/C=C\\4/[C@H]([C@]([C@@](N4)([C@H]5[C@@H]([C@@](C1=N5)(C)CCC(=O)O)CC(=O)O)C)(C)CC(=O)O)CCC(=O)O)(C)CC(=O)O)CCC(=O)O)(C(=C2CCC(=O)O)C)C